n-butylaluminum C(CCC)[Al]